sodium (S)-3-(3-(2,6-dimethylphenoxy)phenyl)-3-(3-(1-methyl-4-oxido-2-oxo-1,2-dihydro pyridin-3-yl)ureido)propanoate CC1=C(OC=2C=C(C=CC2)[C@H](CC(=O)[O-])NC(=O)NC=2C(N(C=CC2[O-])C)=O)C(=CC=C1)C.[Na+].[Na+]